O=C1NC(CCC1N1C(C2=CC=CC(=C2C1)C1=C(C(=O)N)C=CC=C1)=O)=O 2-(2,6-dioxopiperidin-3-yl)-1-oxoisoindol-4-yl-benzamide